C[Si](O[Si](O[Si](C)(C)C)(C=C)C)(C)C 1,1,1,3,5,5,5-heptamethyl-3-vinyltrisiloxane